spiro[cyclopentane-1,1'-isoindoline]-3'-one C12(NC(C3=CC=CC=C13)=O)CCCC2